2-(1-(4-(tert-butoxy)-4-oxobutyl)-7-hydroxy-1,2,3,4-tetrahydroquinoline-6-carbonyl)-3,4,5,6-tetrachlorobenzoic acid C(C)(C)(C)OC(CCCN1CCCC2=CC(=C(C=C12)O)C(=O)C1=C(C(=O)O)C(=C(C(=C1Cl)Cl)Cl)Cl)=O